1-(5-(2-chloro-4-phenoxybenzoyl)-7H-pyrrolo[2,3-d]pyrimidin-4-yl)piperidine-4-carboxylic acid ClC1=C(C(=O)C2=CNC=3N=CN=C(C32)N3CCC(CC3)C(=O)O)C=CC(=C1)OC1=CC=CC=C1